(3-amino-2,6-difluorophenyl)(propyl)carbamic acid tert-butyl ester C(C)(C)(C)OC(N(CCC)C1=C(C(=CC=C1F)N)F)=O